ClC=1N=C2C(=NC1)NC=C2C2=NC(=CC(=N2)N[C@@H]2[C@H](C1CCC2CC1)C(=O)OCC)N1C=CC=C1 (2S,3S)-ethyl 3-((2-(2-chloro-5H-pyrrolo[2,3-b]pyrazin-7-yl)-6-(1H-pyrrol-1-yl)pyrimidin-4-yl)amino)bicyclo[2.2.2]octane-2-carboxylate